4-(but-3-yn-2-yl)-2,6-dimethylpyridazin-3(2H)-one CC(C#C)C=1C(N(N=C(C1)C)C)=O